2-(bicyclo[2.2.1]heptan-2-ylmethyl)isoindolin C12C(CC(CC1)C2)CN2CC1=CC=CC=C1C2